C(C)C=1C(=C(C=CC1)C1CCC2(CN(C2)C(=O)C2CC(C2)(C)O)CC1)OC (7-(3-Ethyl-2-methoxyphenyl)-2-azaspiro[3.5]nonan-2-yl)((1s,3s)-3-hydroxy-3-methylcyclobutyl)methanon